ClC=1C=CC=2N=CN=C(C2N1)C 6-chloro-4-methylpyrido[3,2-d]Pyrimidine